racemic-1-(4-((6-(1-methyl-1H-pyrazol-4-yl)pyrazolo[1,5-a]pyrazin-4-yl)thio)azepan-1-yl)prop-2-en-1-one CN1N=CC(=C1)C=1N=C(C=2N(C1)N=CC2)S[C@H]2CCN(CCC2)C(C=C)=O |r|